N-[5-ethylsulfanyl-6-[2-oxo-1-(2,2,3,3,3-pentafluoropropyl)-4H-pyrido[3,4-d][1,3]oxazin-6-yl]-3-pyridyl]-N-methyl-acetamide C(C)SC=1C=C(C=NC1C1=CC2=C(N(C(OC2)=O)CC(C(F)(F)F)(F)F)C=N1)N(C(C)=O)C